BrC=1C=C2C=3C(=CN(C3C1)C)C(OC2=O)=O 7-bromo-1-methyl-3H-pyrano[3,4,5-cd]indole-3,5(1H)-dione